C(#N)C1=CC=C2C=NC(=NC2=C1OC(C)C)NC1=CC(=C(C=C1)F)CS(=O)(=O)C 7-cyano-N-(4-fluoro-3-((methylsulfonyl)methyl)phenyl)-8-isopropoxyquinazolin-2-amine